CC=1CC2=CC=CC(=C2C1)C1=CC(=CC=C1C)C 2-methyl-4-(3,6-dimethylphenyl)indene